(+/-)-tert-Butyl (trans,trans)-3-[[(tert-butyldimethylsilyl)oxy]methyl]-2-methyl-4-[3-(methylsulfanyl)phenyl]piperidine-1-carboxylate [Si](C)(C)(C(C)(C)C)OCC1C(N(CCC1C1=CC(=CC=C1)SC)C(=O)OC(C)(C)C)C